C(CCCCC)C(CCCOC(CCCCCNCCCCCC(=O)OCCCC(CCCCCC)CCCCCC)=O)CCCCCC 4-hexyldecyl 6-[[6-(4-hexyldecoxy)-6-oxo-hexyl]amino]hexanoate